(S)-1'-(6-((1-methyl-1H-pyrrolo[2,3-b]pyridin-4-yl)thio)-1,2,4-triazin-3-yl)-1,3-dihydrospiro[indene-2,4'-piperidin]-1-amine CN1C=CC=2C1=NC=CC2SC2=CN=C(N=N2)N2CCC1(CC2)[C@@H](C2=CC=CC=C2C1)N